BrC=1C=C2C(=C(N=NC2=CC1)N)NC(C)C 6-bromo-N4-isopropylcinnoline-3,4-diamine